ClC1=C(C=CC=C1C1=C(C(=NC=C1)C1=CC(=C(C(=C1)C)CNC[C@H](C)O)OC)Cl)C1=CC=C(C(=N1)OC)CNC[C@@H]1CCC(N1)=O (S)-5-((((6-(2-Chloro-3-(3-chloro-2-(4-((((S)-2-hydroxypropyl)amino)methyl)-3-methoxy-5-methylphenyl)pyridin-4-yl)phenyl)-2-methoxypyridin-3-yl)methyl)amino)methyl)pyrrolidin-2-one